2,2'-methylenebis(4-ethyl-6-tert-butyl-phenol) C(C1=C(C(=CC(=C1)CC)C(C)(C)C)O)C1=C(C(=CC(=C1)CC)C(C)(C)C)O